3-BENZYLPYRIDIN C(C1=CC=CC=C1)C=1C=NC=CC1